COC1=NN(C2=C3C(=C(C=C12)OC)C=CC=C3)C3=CC=CC=C3 3,5-dimethoxy-1-phenyl-1H-benzo[g]indazole